5-(3-(3-cyclopentyl-2-oxoimidazoline-1-yl)piperidin-1-yl)pyrazine-2-carboxamide C1(CCCC1)N1C(N(CC1)C1CN(CCC1)C=1N=CC(=NC1)C(=O)N)=O